1-[(3S*)-3-methyl-3-{2-[4-(trifluoromethyl)phenyl]ethenyl}pyrrolidin-1-yl]prop-2-en-1-one C[C@@]1(CN(CC1)C(C=C)=O)C=CC1=CC=C(C=C1)C(F)(F)F |o1:1|